OCCCCC1=CC=C(C=C1)CCCCO 1,4-bis(4-hydroxybutyl)Benzene